1-(2,4-Dihydroxy-6-phenethylphenyl)-3-(prop-2-yn-1-yl)urea OC1=C(C(=CC(=C1)O)CCC1=CC=CC=C1)NC(=O)NCC#C